FC(C1=CC=C(C=C1)N1C=NC=C1)(F)F 1-(4-(trifluoromethyl)phenyl)imidazole